tert-Butyl 3-(6,7-dihydropyrazolo[1,5-a]pyrimidin-4(5H)-yl)-7,8-dihydro-1,6-naphthyridine-6(5H)-carboxylate N1=CC=C2N1CCCN2C=2C=NC=1CCN(CC1C2)C(=O)OC(C)(C)C